(R)-5-(3-((6-Morpholinopyrimidin-4-yl)amino)piperidin-1-yl)pyridin-3-ol O1CCN(CC1)C1=CC(=NC=N1)N[C@H]1CN(CCC1)C=1C=C(C=NC1)O